C1(=CC=CC=C1)COCCOCCOCCOCCOCCOCCO 1-phenyl-2,5,8,11,14,17-hexaoxanonadecan-19-ol